CC1=CC=CC=C1 1-methyl-benzol